C(CC)OC1=CC=C(C=C1)C(C)(C)C1=CC=C(C=C1)OCCC 2,2-bis(4-propoxyphenyl)propane